6-Bromo-4-(4-fluoro-3-(3-(trifluoromethyl)-5,6,7,8-tetrahydro-[1,2,4]triazolo[4,3-a]pyrazine-7-carbonyl)benzyl)phthalazin-1(2H)-one BrC=1C=C2C(=NNC(C2=CC1)=O)CC1=CC(=C(C=C1)F)C(=O)N1CC=2N(CC1)C(=NN2)C(F)(F)F